(R)-3-methyl-4-(1-(methylsulfonyl)-6-(1H-pyrazol-4-yl)-1H-pyrrolo[2,3-b]pyridine-4-yl)morpholine C[C@H]1N(CCOC1)C1=C2C(=NC(=C1)C=1C=NNC1)N(C=C2)S(=O)(=O)C